[K+].OCCOC(=O)C1=CC2=C(NC(=N2)CCP([O-])(=O)C2=CC=CC=C2)C=C1 2-(5-hydroxyethoxycarbonyl-1H-benzimidazol-2-yl)ethyl-phenyl-phosphinic acid potassium salt